N-[5-[2-methyl-4-[[(2R)-1-methylazetidin-2-yl]methoxy]pyrazol-3-yl]pyrazolo[1,5-a]pyridin-2-yl]-7,8-dihydro-5H-pyrano[4,3-b]pyridin-2-amine CN1N=CC(=C1C1=CC=2N(C=C1)N=C(C2)NC2=CC=C1C(=N2)CCOC1)OC[C@@H]1N(CC1)C